COC=1NC2=C(N1)C=C(C=C2)OC 2,6-Dimethoxybenzoimidazol